(4,4-dimethyl)tetramethylene glycol CC(CCCO)(C)O